(R)-4-(2-chloro-6-methyl-7-(2-(methylthio)propan-2-yl)thieno[3,2-d]pyrimidin-4-yl)-3-Methylmorpholine ClC=1N=C(C2=C(N1)C(=C(S2)C)C(C)(C)SC)N2[C@@H](COCC2)C